3-(4-((6-(ethoxymethyl)-9,9-dimethyl-9,10-dihydroacridin-2-yl)methyl)piperazin-1-yl)propan-1-ol C(C)OCC=1C=C2NC=3C=CC(=CC3C(C2=CC1)(C)C)CN1CCN(CC1)CCCO